(3R,4R)-3-fluoro-N-[5-fluoro-7-(1,1,1-trifluoropropan-2-yl)pyrrolo[2,1-f][1,2,4]triazin-2-yl]-1-methanesulfonylpiperidin-4-amine F[C@@H]1CN(CC[C@H]1NC1=NN2C(C=N1)=C(C=C2C(C(F)(F)F)C)F)S(=O)(=O)C